SC(C(=O)OCCCCCCCCCC)C n-decyl mercaptopropionate